CN1C=CC=2C1=NC(=C(C2)C(=O)NC(CC2=CC=CC=C2)(C)C)C 1,6-dimethyl-N-(2-methyl-1-phenylpropan-2-yl)-1H-pyrrolo[2,3-b]pyridine-5-carboxamide